BrC(C(=O)OC)CCCCCCCCC methyl bromoundecanoate